2-methyl-2-(6-(trifluoromethyl)-7H-pyrrolo[2,3-b]pyridin-7-yl)propanoic acid CC(C(=O)O)(C)N1C=2C(=CC=C1C(F)(F)F)C=CN2